CS(=O)(=O)C=1C(=NC=CC1)NC1=NC=NC(=C1)NC1=NC=C(C=C1)[C@@H](C)N1CCCC1 (R)-N4-(3-(methylsulfonyl)pyridin-2-yl)-N6-(5-(1-(pyrrolidin-1-yl)ethyl)pyridin-2-yl)pyrimidine-4,6-diamine